3-(4-(6-chloropyridin-2-yl)-6-(isopropylamino)-1,3,5-triazin-2-ylamino)benzoic acid ClC1=CC=CC(=N1)C1=NC(=NC(=N1)NC(C)C)NC=1C=C(C(=O)O)C=CC1